N-(2-chlorophenyl)-1,2-diphenylbenzo[e]benzimidazol-7-amine ClC1=C(C=CC=C1)NC1=CC2=C(C3=C(N=C(N3C3=CC=CC=C3)C3=CC=CC=C3)C=C2)C=C1